CC1=C(C2=CC=CC=C2C=C1)C=C beta-methyl-1-vinyl-naphthalene